5-methoxy-1,3-dimethyl-7-morpholinoquinolin-2(1H)-one COC1=C2C=C(C(N(C2=CC(=C1)N1CCOCC1)C)=O)C